S1C=C(C=C1)CC1C(NC(S1)=S)=O 5-(thiophen-3-ylmethyl)-2-thioxothiazolidin-4-one